(R)-2-(3-(1-(6-ethoxy-5-methoxypyridin-2-yl)-2-(methylsulfonyl)ethyl)-7-methyl-2-oxo-2,3-dihydro-1H-imidazo[4,5-b]pyridin-6-yl)benzonitrile C(C)OC1=C(C=CC(=N1)[C@H](CS(=O)(=O)C)N1C(NC=2C1=NC=C(C2C)C2=C(C#N)C=CC=C2)=O)OC